N-(t-octyl)acrylamide C(C)(C)(CC(C)(C)C)NC(C=C)=O